CN(C1=NC(=CC2=CC=CC=C12)C1=CC=C(C=C1)C(C)(C)C)C N,N-dimethyl-3-(p-tert-butylphenyl)isoquinolin-1-amine